FC1=C2C(NN=C(C2=C(C=C1)F)C1=CC2=C(NC(=N2)NC(OCCCCl)=O)C=C1)=O 3-Chloropropyl (5-(5,8-difluoro-4-oxo-3,4-dihydrophthalazin-1-yl)-1H-benzimidazol-2-yl)carbamate